p-Azidomethyl-L-phenylalanin N(=[N+]=[N-])CC1=CC=C(C[C@H](N)C(=O)O)C=C1